3-(trifluoro-methyl)pyridine-2-carbonitrile FC(C=1C(=NC=CC1)C#N)(F)F